ClC=1C=NC(=NC1)N1CCC2([C@@H]([C@@H](OC2)C)N)CC1 (3S,4S)-8-(5-chloropyrimidine-2-yl)-3-methyl-2-oxa-8-azaspiro[4.5]decane-4-amine